COC(C1=C(C=C(C(=C1)F)C1=CC=CC=2CN(COC21)C(=O)C2=C(C=C(C=1N=NN(C12)C)Br)Cl)N1C2COCC1CC2)=O 4-[3-(7-Bromo-5-chloro-3-methylbenzotriazole-4-carbonyl)-2,4-dihydro-1,3-benzoxazin-8-yl]-5-fluoro-2-(3-oxa-8-azabicyclo[3.2.1]oct-8-yl)benzoic acid methyl ester